2-{[(3E,4R)-(3-ethylidene-1-(4-methoxybenzyl)piperidin-4-yl)](hydroxy)methyl}-1-(phenylsulfonyl)-1H-indole-5-carbonitrile C(/C)=C/1\CN(CC[C@H]1C(C=1N(C2=CC=C(C=C2C1)C#N)S(=O)(=O)C1=CC=CC=C1)O)CC1=CC=C(C=C1)OC